(2S,4R)-1-[(2S)-2-(4-cyclopropyltriazol-1-yl)-3,3-dimethyl-butanoyl]-4-hydroxy-N-[3-(4-methoxyphenyl)cyclobutyl]pyrrolidine-2-carboxamide C1(CC1)C=1N=NN(C1)[C@H](C(=O)N1[C@@H](C[C@H](C1)O)C(=O)NC1CC(C1)C1=CC=C(C=C1)OC)C(C)(C)C